(S)-N-(5-(difluoromethyl)-2-((3-hydroxyazetidin-1-yl)methyl)phenyl)-3-(3-fluoro-4-methylphenyl)-3-(1,2,4-thiadiazol-5-yl)pyrrolidine-1-carboxamide FC(C=1C=CC(=C(C1)NC(=O)N1C[C@@](CC1)(C1=NC=NS1)C1=CC(=C(C=C1)C)F)CN1CC(C1)O)F